5-(1-(2,8-diazaspiro[4.5]decan-8-yl)ethyl)benzo[d]thiazole hydrochloride Cl.C1NCCC12CCN(CC2)C(C)C=2C=CC1=C(N=CS1)C2